COC(=O)C12CCC(C1)(C2)CO 4-(hydroxymethyl)bicyclo[2.1.1]hexane-1-carboxylic acid methyl ester